C1(CCCCCCC1)OC(CC(C(=O)OC(CC(=O)O)C(F)(F)F)=C)=O 3-((4-(cyclooctyloxy)-2-methylene-4-oxobutanoyl)oxy)-4,4,4-trifluorobutanoic acid